6-[4-fluoro-2-(piperidin-4-yl)-1,3-benzothiazol-6-yl]-2,8-dimethylimidazo[1,2-b]pyridazine hydrochloride Cl.FC1=CC(=CC2=C1N=C(S2)C2CCNCC2)C=2C=C(C=1N(N2)C=C(N1)C)C